C(C)N(CCOC1=C(C=C(C=C1I)C=O)I)CC [4-[2-(diethylamino)ethoxy]-3,5-diiodophenyl]methanone